2,6-dichloro-4-(3-(trifluoromethoxy)cyclobutyl)pyridine ClC1=NC(=CC(=C1)C1CC(C1)OC(F)(F)F)Cl